(2-ethylhexoxy)phenol C(C)C(COC1=C(C=CC=C1)O)CCCC